[Te-2].[La+3].[Te-2].[Te-2].[La+3] lanthanum telluride